C1=C(C=C(C(=C1I)[O-])I)C[C@@H](C(=O)[O-])[NH3+] The molecule is an alpha-amino-acid anion that is the conjugate base of 3,5-diiodo-L-tyrosine. It has a role as a human metabolite. It is a conjugate base of a 3,5-diiodo-L-tyrosine.